N-methyl-N-dodecyl-N,N-di(hydroxyethyl)ammonium bromide [Br-].C[N+](CCO)(CCO)CCCCCCCCCCCC